tert-butyl N-[4-[1,5-bis(fluoromethyl)-8-oxabicyclo[3.2.1]octan-3-yl]-2-(4,4-dimethylcyclohexen-1-yl)phenyl]carbamate FCC12CC(CC(CC1)(O2)CF)C2=CC(=C(C=C2)NC(OC(C)(C)C)=O)C2=CCC(CC2)(C)C